6-chloro-N-(2,2-difluoro-2,3-dihydrobenzofuran-5-yl)imidazo[1,2-a]quinoxaline-4-amine ClC1=C2N=C(C=3N(C2=CC=C1)C=CN3)NC=3C=CC1=C(CC(O1)(F)F)C3